CN(C)C1=CC=NC=C1 N,N-dimethyl-4-pyridinylamine